6-methyl-4-[(1-methylcyclopropyl)amino]-N-phenylfuro[2,3-d]pyrimidine-5-carboxamide CC1=C(C2=C(N=CN=C2NC2(CC2)C)O1)C(=O)NC1=CC=CC=C1